ethyl 1-(6-(4,4,4-trifluorobutyl)pyrazin-2-yl)piperidine-4-carboxylate FC(CCCC1=CN=CC(=N1)N1CCC(CC1)C(=O)OCC)(F)F